COCC1=C(C(=CC(=C1)OC)COC)O 2,6-bis(methoxymethyl)-4-methoxyphenol